C(CCCCC)N1C2=C(C3=C1C=CS3)SC=C2 4-hexyl-4H-dithieno[3,2-b:2',3'-d]pyrrole